OC[C@@H](C(=O)OC)NC(=O)C=1N=C(SC1)N1CCN(CC1)C(=O)OC(C)(C)C Tert-butyl (S)-4-(4-((3-hydroxy-1-methoxy-1-oxopropan-2-yl)carbamoyl)thiazol-2-yl)piperazine-1-carboxylate